[5-(7-{[(2R)-1-(2,3,4,5-tetrahydro-1H-2-benzazepin-2-yl)propan-2-yl]amino}-2-azaspiro[3.5]nonane-2-carbonyl)furan-2-yl]methanol C1N(CCCC2=C1C=CC=C2)C[C@@H](C)NC2CCC1(CN(C1)C(=O)C1=CC=C(O1)CO)CC2